Tert-Butyl 2-(hydroxymethyl)-6-methoxy-1H-indole-1-carboxylate OCC=1N(C2=CC(=CC=C2C1)OC)C(=O)OC(C)(C)C